FC=1C(=C(C=CC1F)[C@@H]1SC(O[C@H]1C(=O)O)(C)C)OC (4S,5S)-4-(3,4-difluoro-2-methoxyphenyl)-2,2-dimethyl-1,3-oxathiolane-5-carboxylic acid